(1S,2S)-2-(((6-(4-((((R)-1-(2-chlorophenyl)ethoxy)carbonyl)amino)-3-methylisoxazol-5-yl)pyridin-3-yl)oxy)methyl)cyclohexane-1-carboxylic acid ClC1=C(C=CC=C1)[C@@H](C)OC(=O)NC=1C(=NOC1C1=CC=C(C=N1)OC[C@@H]1[C@H](CCCC1)C(=O)O)C